C(C1=CC=CC=C1)(=O)NC=1C=2N=CN([C@H]3[C@H](O)[C@H](O)[C@@H](CO)O3)C2N=CN1 6-N-(benzoyl)adenosine